tert-butyl-(E)-5-(4-aminobut-2-en-1-yl)-5-(5-(2-methoxyquinolin-3-yl)-1H-imidazol-2-yl)pyrrolidin-2-one C(C)(C)(C)N1C(CCC1(C=1NC(=CN1)C=1C(=NC2=CC=CC=C2C1)OC)C\C=C\CN)=O